N(=[N+]=[N-])[C@@H]1[C@@H]2[C@H](CN(C1)C(CCCCC(=O)O)=O)OC(O2)(C)C 6-[(3aS,7S,7aR)-7-azido-2,2-dimethyl-4,6,7,7a-tetrahydro-3aH-[1,3]dioxolo[4,5-c]pyridin-5-yl]-6-oxo-hexanoic acid